CC1=C(C(=CC=C1)C)C1=NC(=NC(=C1)OC[C@@H](CC(C)(C)C)NCC=1C=NN2C1C=CC=C2)NS(=O)(=O)C=2C=C(C(=O)O)C=CC2 3-[[4-(2,6-dimethylphenyl)-6-[(2R)-4,4-dimethyl-2-(pyrazolo[1,5-a]pyridin-3-ylmethylamino)pentoxy]pyrimidin-2-yl]sulfamoyl]benzoic acid